OC(C(=O)O)CC(C(=O)O)O 2,4-dihydroxypentanedioic acid